O=C1N(CC2=CC=CC=C12)C1=CC=C(C=C1)C(C)CC 2-(4-(1-oxoisoindolin-2-yl)phenyl)butan